FC(OC1=CC=C2C(=N1)NC=C2)F 6-(difluoromethoxy)-1H-pyrrolo[2,3-b]pyridine